OC(C(=O)NCC=1C=NC=C(C1)C=1C=C2CCC(N(C2=CC1)C)=O)(C)C 2-Hydroxy-2-methyl-N-[5-(1-methyl-2-oxo-1,2,3,4-tetrahydro-quinolin-6-yl)-pyridin-3-ylmethyl]-propionamide